N-(2',4',5'-trifluorobiphenyl-2-yl)-5-fluoro-1-methyl-3-trifluoromethylpyrazol-4-ylcarboxamide FC1=C(C=C(C(=C1)F)F)C1=C(C=CC=C1)NC(=O)C=1C(=NN(C1F)C)C(F)(F)F